Trifluorobutanone FC(C(CC)=O)(F)F